C(C)(C)(CCC)OOC(C(C)(C)C)=O peroxypivalic acid-tert-hexyl ester